[C@H]12OC[C@H](N(C1)C1=NC=3N(C=C1)N=CC3C(=O)NC=3C(=NN(C3)C3CCC(CC3)O)C(F)F)C2 5-((1R,4R)-2-oxa-5-azabicyclo[2.2.1]heptan-5-yl)-N-(3-(difluoromethyl)-1-(4-hydroxycyclohexyl)-1H-pyrazol-4-yl)pyrazolo[1,5-a]pyrimidine-3-carboxamide